OCCN(CCCCCCCC(=O)OC(CCCCCCCCF)CCCCCCCC)CCCCCCCC(=O)OCCCCCCCCC(C)C 9-fluoro-1-octylnonyl 8-{(2-hydroxyethyl)[7-(9-methyldecyloxycarbonyl)heptyl]amino}octanoate